2-[[6-(2,4-dimethoxyphenyl)-2-oxo-3H-imidazo[4,5-b]pyridin-1-yl]methyl]benzonitrile COC1=C(C=CC(=C1)OC)C=1C=C2C(=NC1)NC(N2CC2=C(C#N)C=CC=C2)=O